C1(=CC=CC=C1)N1C(=NN=C1)SC(C(=O)NC1=C(C2=C(S1)CCC2)C(=O)N)C 2-{2-[(4-phenyl-4H-1,2,4-triazol-3-yl)sulfanyl]propanamido}-4H,5H,6H-cyclopenta[b]thiophene-3-carboxamide